BrC1=C2C=3C(C(N4C(C3C=C1)=NC1=C4C=CC=C1)=O)=CC=C2 3-Bromo-7H-benzo[de]benzo[4,5]imidazo[2,1-a]isoquinolin-7-one